5-diethoxymethylsilylpentane-1,2-disulfonic acid C(C)OC(OCC)[SiH2]CCCC(CS(=O)(=O)O)S(=O)(=O)O